ClC=1C=[N+](C=C(N1)Cl)N 3,5-dichloropyrazin-1-ium-1-amine